rhodium-ruthenium palladium [Pd].[Ru].[Rh]